C(C)OC1=C(C=C(C=N1)C1=CC(=C2C(=N1)N=C(N2)C=2N=CC(=NC2)N2CCCCC2)N(C)CC2(CCCC2)COC)C(F)(F)F 1-(5-{5-[6-Ethoxy-5-(trifluoromethyl)pyridin-3-yl]-7-[{[1-(methoxymethyl)cyclopentyl]methyl}(methyl)amino]-1H-imidazo[4,5-b]pyridin-2-yl}pyrazin-2-yl)piperidin